N,N-dimethyl-isobutyramide CN(C(C(C)C)=O)C